[O-]S(=O)(=O)C(F)(F)F.C(CCCCCCCCC)[NH+]1C(CCC1)CCCC 1-Decyl-2-butylpyrrolidinium triflate